4-benzoyl-benzoic acid C(C1=CC=CC=C1)(=O)C1=CC=C(C(=O)O)C=C1